C(C)(=O)N1[C@H](C(NC2=C(C1)C=CC=C2)=O)C(C)C (S)-4-acetyl-3-isopropyl-1,3,4,5-tetrahydro-2H-benzo[e][1,4]diazepin-2-one